ethyl-1,3-propanediol C(C)C(CCO)O